CC=1N2C3=CC=CN=C3C(=NC2=NN1)N1CCCC2=C(C=CC=C12)C#CC1(CC1)C 3-methyl-8-[5-[2-(1-methylcyclopropyl)ethynyl]-3,4-dihydro-2H-quinolin-1-yl]-2,4,5,7,10-pentazatricyclo[7.4.0.02,6]trideca-1(13),3,5,7,9,11-hexaene